(±)-tert-butyl 5-(5-(1-methoxy-3-methyl-1-oxobutan-2-yl)-3-oxoisoxazol-2(3H)-yl)pentanoate COC([C@H](C(C)C)C1=CC(N(O1)CCCCC(=O)OC(C)(C)C)=O)=O |r|